7-((adamantan-1-yl)amino)-N-(4-(2,6-dioxopiperidin-3-yl)phenyl)heptylamide C12(CC3CC(CC(C1)C3)C2)NC(CCCCCC[NH-])C2=CC=C(C=C2)C2C(NC(CC2)=O)=O